4-(methanesulfonylmethyl)-3-methylaniline CS(=O)(=O)CC1=C(C=C(N)C=C1)C